C(C)(C)(C)OC(=O)N1CC(C1)NC1=CC(=CC(=C1)C(=O)OC)Br 3-((3-bromo-5-(methoxycarbonyl)phenyl)amino)azetidine-1-carboxylic acid tert-butyl ester